(S)-3-(6-Amino-1-oxo-3,5,6,7-tetrahydrocyclopenta[f]isoindol-2(1H)-yl)piperidine-2,6-dione NC1CC=2C(=CC=3C(N(CC3C2)[C@@H]2C(NC(CC2)=O)=O)=O)C1